amino-1-methylcyclobutanol HCl salt Cl.NC1C(CC1)(O)C